((1H-pyrazol-3-yl)methyl)-2-(trifluoromethoxy)benzamide 2,2'-disulfanediyldisuccinate S(SC(C(=O)O)CC(=O)O)C(C(=O)O)CC(=O)O.N1N=C(C=C1)CC=1C(=C(C(=O)N)C=CC1)OC(F)(F)F